C(C)(C)(C)NC(NC(C)(C)C)C=C[SiH3] bis(tert-butylamino)methylvinylsilane